C(C)(C)(C)OC(=O)N1CCC(CC1)N1C(NC=2C(C1)=NN(C2)C)=O 4-(2-Methyl-5-oxo-2,4,5,7-tetrahydro-pyrazolo[4,3-d]pyrimidin-6-yl)-piperidine-1-carboxylic acid tert-butyl ester